N-(4-(5,6,7,8-tetrahydro-1,8-naphthyridin-2-yl)butyl)methanesulfonamide N1=C(C=CC=2CCCNC12)CCCCNS(=O)(=O)C